FC=1C=CC(=C(C1)C(C)NC1=NC=2N(C=C1)N=CC2I)OCC2=CC=C(C=C2)OC N-(1-(5-fluoro-2-((4-methoxybenzyl)oxy)phenyl)ethyl)-3-iodopyrazolo[1,5-a]pyrimidin-5-amine